(R)-5-(tert-butyl)-3-(thiophen-3-yl)-2,3-dihydrobenzo[d]isothiazole 1,1-dioxide C(C)(C)(C)C=1C=CC2=C([C@H](NS2(=O)=O)C2=CSC=C2)C1